ClC=1C(=C2C=NNC2=C(C1F)NC(CO)(C)C)C=1N=CC=2N(C1)C=C(N2)NC(=O)C2C(C2)F N-(6-(5-chloro-6-fluoro-7-((1-hydroxy-2-methylpropan-2-yl)amino)-1H-indazol-4-yl)imidazo[1,2-a]pyrazin-2-yl)-2-fluorocyclopropane-1-carboxamide